CN(C(/C=C/CC[C@@H](C(NC=1C(N(C=CC1)CC1=CC2=NC=C(C(=C2N1)CC(C)C)F)=O)=O)NC(OCCOC)=O)=O)C 2-methoxyethyl N-[(E,1S)-6-(dimethylamino)-1-[[1-[(6-fluoro-7-isobutyl-1H-pyrrolo[3,2-b]pyridin-2-yl)methyl]-2-oxo-3-pyridyl]carbamoyl]-6-oxo-hex-4-enyl]carbamate